7-(4-nitrophenyl)-5,6,7,8-tetrahydroimidazo[1,2-a]pyrazine [N+](=O)([O-])C1=CC=C(C=C1)N1CC=2N(CC1)C=CN2